C(C1=CC=CC=C1)OC=1C=C(C=CC1OCC1=CC=CC=C1)[C@@H](O)[C@H]1OC1 (R)-(3,4-bis(benzyloxy)phenyl)((S)-oxiran-2-yl)methanol